4-methyl-1H-imidazol CC=1N=CNC1